3-([1,2,4]triazolo[4,3-a]pyridin-3-yl)cyclohexanamine N=1N=C(N2C1C=CC=C2)C2CC(CCC2)N